C(C)(C)(C)OC(=O)NCC1=CC=C(C=C1)C1=CN=C2C(N(C=NN21)CC2(CCN(CC2)C(=O)OCC2=CC=CC=C2)O)=O benzyl 4-((7-(4-(((t-butoxycarbonyl) amino) methyl) phenyl)-4-oxoimidazo[2,1-f][1,2,4]triazin-3(4H)-yl) methyl)-4-hydroxypiperidine-1-carboxylate